Ethyl (S)-3-(4-Fluorobiphenyl-3-yl)-3-(3-(4-hydroxy-1-methyl-2-oxo-1,2-dihydropyridin-3-yl)ureido)propanoat FC1=C(C=C(C=C1)C1=CC=CC=C1)[C@H](CC(=O)OCC)NC(=O)NC=1C(N(C=CC1O)C)=O